2-(4,7,10-tris(carboxymethyl)-1,4,7,10-tetra-azacyclododecan-1-yl)-glutaric acid C(=O)(O)CN1CCN(CCN(CCN(CC1)CC(=O)O)CC(=O)O)C(C(=O)O)CCC(=O)O